FC(C1C(C1)C(=O)N)(F)F 2-(trifluoromethyl)cyclopropane-1-carboxamide